1H-indol-4-yl acetate C(C)(=O)OC1=C2C=CNC2=CC=C1